FC(COS(=O)(=O)CCCI)(F)F 3-iodopropanesulfonic acid 2,2,2-trifluoroethyl ester